N-hydroxy-4-((6-methylimidazo[1,2-a]pyridin-2-yl)methyl)-3-oxo-3,4-dihydro-2H-benzo[b][1,4]oxazine-6-carboxamide ONC(=O)C1=CC2=C(OCC(N2CC=2N=C3N(C=C(C=C3)C)C2)=O)C=C1